CC1([C@H](C1)C(=O)N1CC2(C1)CN(CC2C(=O)N)C2=NC=CC1=C2C=NN1)C 2-((S)-2,2-dimethylcyclopropanecarbonyl)-6-(1H-pyrazolo[4,3-c]pyridin-4-yl)-2,6-diazaspiro[3.4]octane-8-carboxamide